ClC1=C(C=CC=C1)C1=CC=CC(=N1)N 6-(2-chlorophenyl)pyridin-2-amine